OC(CC(CC(CC(CC(CCCC(OC)OC(CCCC(CC(CC(CC(CC(C)O)C)C)C)C)OC)C)C)C)C)C 12-hydroxy-4,6,8,10-tetramethyltridecylmethoxymethyl ether